5-((2-fluorobenzyl)oxy)-N-(3-(hydroxymethyl)oxetan-3-yl)-2-methylbenzofuran-3-carboxamide FC1=C(COC=2C=CC3=C(C(=C(O3)C)C(=O)NC3(COC3)CO)C2)C=CC=C1